N-(4-(2-(benzylamino)-2-oxoethyl)phenyl)-3,4-dimethoxybenzamide C(C1=CC=CC=C1)NC(CC1=CC=C(C=C1)NC(C1=CC(=C(C=C1)OC)OC)=O)=O